N[C@@H](C)C=1N(C(C2=C(C=CC=C2C1)Cl)=O)C1=CC=CC=C1 3-((1S)-1-aminoethyl)-8-chloro-2-phenylisoquinolin-1-one